C(C)(C)(C)OC(=O)N(C1=C(C=C(C=N1)NC(C(=O)O)=O)CC)C(=O)OC(C)(C)C 2-((6-(bis(t-butoxycarbonyl)amino)-5-ethylpyridin-3-yl)amino)-2-oxoacetic acid